Racemic-(1S,2S,4S)-4-(5-bromo-6-methoxy-2H-indazol-2-yl)-2-methylcyclohexane-1-ol BrC1=CC2=CN(N=C2C=C1OC)[C@@H]1C[C@@H]([C@H](CC1)O)C |r|